N1(CCNCC1)C1=NC=C2C(N1)=CC=C2 2-(piperazin-1-yl)-cyclopenta[d]pyrimidine